N-((4-aminobenzyl)oxy)-1-(tert-butyl)-4-(3-(trifluoromethyl)phenoxy)-1H-pyrazole-5-carboxamide NC1=CC=C(CONC(=O)C2=C(C=NN2C(C)(C)C)OC2=CC(=CC=C2)C(F)(F)F)C=C1